tert-butyl 6-((3-cyano-1-cyclopentyl-2-oxo-1,2-dihydro-1,6-naphthyridin-7-yl) amino)-3,4-dihydroisoquinoline-2(1H)-carboxylate C(#N)C=1C(N(C2=CC(=NC=C2C1)NC=1C=C2CCN(CC2=CC1)C(=O)OC(C)(C)C)C1CCCC1)=O